5-((5-(2-(((1R,2R)-2-aminocyclopentyl)oxy)-6-fluorophenyl)-1H-pyrazol-3-yl)amino)pyrazine-2-carbonitrile N[C@H]1[C@@H](CCC1)OC1=C(C(=CC=C1)F)C1=CC(=NN1)NC=1N=CC(=NC1)C#N